2-(3-chloro-4-hydroxybenzoamido)-N-[2-(2-methoxyphenyl)ethyl]thiophene-3-carboxamide ClC=1C=C(C(=O)NC=2SC=CC2C(=O)NCCC2=C(C=CC=C2)OC)C=CC1O